FC1=C(C(=CC(=C1)OC)F)N1C(=NC(=C1)C1CCC2(OCCO2)CC1)C1=C(C(=O)N)C=CC(=C1)OC(F)F (1-(2,6-Difluoro-4-methoxyphenyl)-4-(1,4-dioxaspiro[4.5]decan-8-yl)-1H-imidazol-2-yl)-4-(difluoromethoxy)benzamide